8-methoxy-2-(1-methyl-2-oxabicyclo[2.1.1]hexan-4-yl)imidazo[1,2-a]pyrazine-6-carboxylic acid COC=1C=2N(C=C(N1)C(=O)O)C=C(N2)C21COC(C2)(C1)C